4-chlorobutyltriethylammonium bromide [Br-].ClCCCC[N+](CC)(CC)CC